2-[6-[6-(trifluoromethyl)-3-pyridyl]-2-azaspiro[3.3]heptane-2-carbonyl]-7-oxa-2,5-diazaspiro[3.4]octan-6-one FC(C1=CC=C(C=N1)C1CC2(CN(C2)C(=O)N2CC3(C2)NC(OC3)=O)C1)(F)F